4-[(1S)-1-[[1-(2-phenoxyethylamino)cyclobutanecarbonyl]amino]ethyl]benzoic acid O(C1=CC=CC=C1)CCNC1(CCC1)C(=O)N[C@@H](C)C1=CC=C(C(=O)O)C=C1